C(#N)C=1C=CC(=NC1C(F)(F)F)C(=O)N(C)OC 5-cyano-N-methoxy-N-methyl-6-(trifluoromethyl)pyridinecarboxamide